2,4,6-trichlorobenzenesulfonyl chloride Methyl-(R)-3-azido-5-phenylpentanoate COC(C[C@@H](CCC1=CC=CC=C1)N=[N+]=[N-])=O.ClC1=C(C(=CC(=C1)Cl)Cl)S(=O)(=O)Cl